BrC1=NC(=CC=2OCCNC21)Br 5,7-dibromo-3,4-dihydro-2H-pyrido[4,3-b][1,4]oxazine